FC1(CCN(CC1)C=1C=C(C(=O)[O-])C=C(N1)C)F 2-(4,4-difluoropiperidin-1-yl)-6-methylisonicotinate